C1(CCC1)N1N=C(C(=C1NC(=O)[C@@H]1C(C1)(F)F)C)C1CC(C1)(F)F (R)-N-(1-cyclobutyl-3-(3,3-difluorocyclobutyl)-4-methyl-1H-pyrazol-5-yl)-2,2-difluorocyclopropane-1-carboxamide